ClC=1C(=NN(C1)CC)[S@](=O)(N)=NC(NC1=C2C(=NC(=C1C)C(F)(F)F)CCC2)=O (S)-4-Chloro-1-ethyl-N'-((3-methyl-2-(trifluoromethyl)-6,7-dihydro-5H-cyclopenta[b]pyridin-4-yl)carbamoyl)-1H-pyrazole-3-sulfonimidamide